C1=CC=C(C=2OC3=C(C21)C=CC=C3)N(C3=CC=C(C=C3)C3=C(C(=C(C(=C3C3=CC=CC=C3)C3=CC=CC=C3)C3=CC=C(C=C3)N(C3=CC=CC=C3)C3=CC=CC2=C3OC3=C2C=CC=C3)C3=CC=CC=C3)C3=CC=CC=C3)C3=CC=CC=C3 N4,N4''-bis(4-dibenzofuranyl)-N4,N4'',2',3',5',6'-hexaphenyl-[1,1':4',1''-terphenyl]-4,4''-diamine